2-Methyltetrahydro-2H-Pyrazino(1,2-a)Pyrazine CN1CC=2N(CC1)CC=NC2